(2E)-3-(4-bromophenyl)-1-(pyridin-2-yl)prop-2-en-1-one BrC1=CC=C(C=C1)/C=C/C(=O)C1=NC=CC=C1